4-[(4-bromophenyl)methyl]-1H-1,2,4-triazol-5-one BrC1=CC=C(C=C1)CN1C=NNC1=O